5-(4-((5-fluoro-2-isopropyl-3-oxo-4H-quinoxalin-6-yl)methyl)piperazin-1-yl)-N-(Methyl-d3)pyridine-2-carboxamide FC1=C2NC(C(=NC2=CC=C1CN1CCN(CC1)C=1C=CC(=NC1)C(=O)NC([2H])([2H])[2H])C(C)C)=O